2,3,3,4-tetramethyl-glutaronitrile CC(C#N)C(C(C#N)C)(C)C